hexamethyl-hexamethylenediammonium chloride [Cl-].C[N+](CCCCCC[N+](C)(C)C)(C)C.[Cl-]